BrC1=NNC2=NC=NC(=C21)N2CCC(CC2)C(CCCCN(C)C)(O)C2=CC=C(C=C2)Cl 1-(1-(3-bromo-1H-pyrazolo[3,4-d]pyrimidin-4-yl)piperidin-4-yl)-1-(4-chlorophenyl)-5-(dimethylamino)pentan-1-ol